(2Z,4E)-5-(1,1-dimethyl-2,3-dihydro-1H-inden-5-yl)-4-methylpenta-2,4-dienal CC1(CCC2=CC(=CC=C12)/C=C(/C=C\C=O)\C)C